(trans)-Methyl 4-((cis)-6,6-difluorooctahydropyrrolo[3,2-b]pyrrole-1-carbonyl)cyclohexanecarboxylate FC1(CN[C@@H]2[C@H]1N(CC2)C(=O)[C@@H]2CC[C@H](CC2)C(=O)OC)F